FC(C=1N=NN(C1C1=CC2=C(C=N1)N=C(S2)N)C)F 6-(4-(difluoromethyl)-1-methyl-1H-1,2,3-triazol-5-yl)thiazolo[4,5-c]pyridin-2-amine